FC=1C=2N(C=C(C1)C1=CC=3N=CN(C(C3S1)=O)C1CN(CC1)C(=O)OC(C)(C)C)C=C(N2)C tert-butyl 3-(6-{8-fluoro-2-methylimidazo[1,2-a]pyridin-6-yl}-4-oxothieno[3,2-d]pyrimidin-3-yl)pyrrolidine-1-carboxylate